NC=1C=CC(=C(C(=O)NCC2=CC=NC=C2)C1)N(C)C 5-amino-2-(dimethylamino)-N-(pyridin-4-ylmethyl)benzamide